(±)-trans-2-((2-(4-(methylsulfonyl)piperazin-1-yl)-2-oxoethyl)thio)-3a,4,5,6,7,7a-hexahydro-1H-benzo[d]imidazol-3-ium chloride [Cl-].CS(=O)(=O)N1CCN(CC1)C(CSC1=[NH+][C@H]2[C@H](N1)CCCC2)=O |r|